(S)-N-(5-(tert-butyl)-1-(1-methylpyrrolidin-3-yl)-1H-pyrazol-3-yl)-7-chloro-6-(imidazo[1,2-b]pyridazin-7-yloxy)-1-methyl-1H-imidazo[4,5-b]pyridin-2-amine C(C)(C)(C)C1=CC(=NN1[C@@H]1CN(CC1)C)NC=1N(C=2C(=NC=C(C2Cl)OC2=CC=3N(N=C2)C=CN3)N1)C